(2R,3R,4R,5R)-2-(4-Chloro-pyrrolo[2,3-d]pyrimidin-7-yl)-4-(2,4-dichlorobenzyloxy)-5-(2,4-dichlorobenzyloxymethyl)-3-ethynyl-tetrahydrofuran-3-ol ClC=1C2=C(N=CN1)N(C=C2)[C@@H]2O[C@@H]([C@H]([C@]2(O)C#C)OCC2=C(C=C(C=C2)Cl)Cl)COCC2=C(C=C(C=C2)Cl)Cl